NS(=O)(=O)C=1C=C(C=CC1Cl)NC1=NC=C(C(=N1)NC=1C=CC2=C(C[C@@H](O2)C(=O)N(C)C)C1)F |r| Racemic-N2-(3-Aminosulfonyl-4-chlorophenyl)-N4-[2-(N,N-dimethylaminocarbonyl)-2,3-dihydrobenzofuran-5-yl]-5-fluoro-2,4-pyrimidinediamine